CC(CCNC(=O)NC1=CC(=C(C=C1)C)C1=NC(=NC(=C1)N1CCOCC1)N1CC(C1)(C)O)(C)C 1-(3,3-dimethylbutyl)-3-(3-(2-(3-hydroxy-3-methylazetidin-1-yl)-6-morpholinopyrimidin-4-yl)-4-methylphenyl)urea